FC1(CCN(C2(CCCC2)C1O)C(C(=O)NC1CC(C1)(F)F)=O)F 2-(9,9-difluoro-10-hydroxy-6-azaspiro[4.5]decan-6-yl)-N-(3,3-difluorocyclobutyl)-2-oxoacetamide